FC=1C=2N(C=C(C1)NC(=O)C1=CC=3C(=NC(=CC3)[C@H]3CN(CCC3)C(=O)OC(C)(C)C)S1)C=C(N2)C tert-butyl (3R)-3-[2-[(8-fluoro-2-methyl-imidazo[1,2-a]pyridin-6-yl)carbamoyl]thieno[2,3-b]pyridin-6-yl]piperidine-1-carboxylate